C(C=C)(=O)OC(CCCCCCCC=CC=C)CCCCCC 12-octadecadienyl acrylate